4,4'-(((1S,3S)-cyclobutane-1,3-diyl)bis(oxy))bis-isophthalamidine C1(CC(C1)OC1=C(C=C(C(=N)N)C=C1)C(=N)N)OC1=C(C=C(C(=N)N)C=C1)C(=N)N